C[C@@H]1N(C[C@H](N(C1)[C@@H](C)C=1C=C2N=CC(=NC2=CC1)C)C)C=1C=2C(N(C(C1)=O)C)=CN(N2)CC#N 2-(7-((2S,5R)-2,5-dimethyl-4-((S)-1-(2-methylquinoxalin-6-yl)ethyl)piperazin-1-yl)-4-methyl-5-oxo-4,5-dihydro-2H-pyrazolo[4,3-b]pyridin-2-yl)acetonitrile